5-bromo-1,2-dimethyl-4-oxo-1,4-dihydropyridine-3-carboxylic acid ethyl ester C(C)OC(=O)C1=C(N(C=C(C1=O)Br)C)C